6-(2,2,2-trifluoro-acetylamino)-hexanoyl chloride FC(C(=O)NCCCCCC(=O)Cl)(F)F